(chloromethyl)-5-methylisothiazole ClCC1=NSC(=C1)C